4-isopropenylphenyl-Oxyltrimethylsilane C(=C)(C)C1=CC=C(C=C1)C[Si](C)(C)O